6-chloro-8-[(1S,2S)-2-[2-(trifluoromethyl)-4-pyridyl]cyclopropyl]imidazo[1,2-b]pyridazine ClC=1C=C(C=2N(N1)C=CN2)[C@@H]2[C@H](C2)C2=CC(=NC=C2)C(F)(F)F